[Na].O=C1CC2SCC(N12)C(=O)O 7-oxo-4-thia-1-azabicyclo[3.2.0]heptane-2-carboxylic acid sodium